(R)-(+)-N-(4-1H-pyrrolo[2,3-b]pyridin-yl)-4-(1-aminoethyl)-benzamide N1C=CC=2C1=NC=CC2NC(C2=CC=C(C=C2)[C@@H](C)N)=O